ClC=1C=C2C(=NC(=NC2=CC1C1=C(C=CC(=N1)N)C(F)(F)F)OC[C@H]1N(CCC1)CCOC)N1CCNCC1 6-[6-chloro-2-[[(2S)-1-(2-methoxyethyl)pyrrolidin-2-yl]methoxy]-4-piperazin-1-yl-quinazolin-7-yl]-5-(trifluoromethyl)pyridin-2-amine